C(#N)C1=NC2=CC(=CC(=C2N=C1N1CC(C(CC1)(F)F)CO)[C@@H](C)NC1=C(C(=O)O)C=CC=C1)C (((1R)-1-(2-cyano-3-(4,4-difluoro-3-(hydroxymethyl)piperidin-1-yl)-7-methylquinoxalin-5-yl)ethyl)amino)benzoic acid